2,2-difluoro-N-(4-(6-((S)-1-hydroxybutyl)-4-methylpyridin-3-yl)-[1,2,4]triazolo[1,5-a][1,6]naphthyridin-8-yl)cyclopropane-1-carboxamide FC1(C(C1)C(=O)NC1=NC=C2C=C(C=3N(C2=C1)N=CN3)C=3C=NC(=CC3C)[C@H](CCC)O)F